azetidin-3-yl(4-(4-(7-((3,5-dimethoxyphenyl)amino)quinoxalin-2-yl)-1H-pyrazol-1-yl)piperidin-1-yl)methanone N1CC(C1)C(=O)N1CCC(CC1)N1N=CC(=C1)C1=NC2=CC(=CC=C2N=C1)NC1=CC(=CC(=C1)OC)OC